2-fluoropenta-1,3-diene FC(=C)C=CC